3-methyl-6-(4-(4-(pyridin-2-yl)piperazin-1-yl)butoxy)quinazolin-4(3H)-one CN1C=NC2=CC=C(C=C2C1=O)OCCCCN1CCN(CC1)C1=NC=CC=C1